1-[[3-fluoro-4-[5-(trifluoromethyl)-1,2,4-oxadiazol-3-yl]phenyl]methyl]azepin-2-one FC=1C=C(C=CC1C1=NOC(=N1)C(F)(F)F)CN1C(CC=CC=C1)=O